N2-(3-(methylsulfonamido)phenyl)-N4-(2-(piperidin-1-yl)ethyl)thiophene-2,4-dicarboxamide CS(=O)(=O)NC=1C=C(C=CC1)NC(=O)C=1SC=C(C1)C(=O)NCCN1CCCCC1